ClC(CC(C)O)(Cl)Cl 4,4,4-trichloro-2-butanol